ClC(CN(S([O-])(=O)=O)C(\C=C\CCC)B1OC(CN(CC(O1)=O)[C@H]1[C@@H]([C@@H]2C([C@H](C1)C2)(C)C)C)=O)(Cl)Cl 2,2,2-trichloroethyl((E)-1-(4,8-dioxo-6-((1R,2R,3R,5S)-2,6,6-trimethylbicyclo[3.1.1]heptan-3-yl)-1,3,6,2-dioxazaborocan-2-yl)hex-2-en-1-yl)sulfamate